SN-Glycero-3-phosphorylcholine OC[C@@H](O)COP(=O)(O)OCC[N+](C)(C)C